CC1(C(N(C2=CC(=CC=C12)C#N)CC=1SC=CC1)=O)C 3,3-dimethyl-2-oxo-1-(thiophen-2-ylmethyl)indoline-6-carbonitrile